Cl.Cl.N1=CN=CC(=C1)C(=O)N pyrimidin-5-carboxamid-dihydrochlorid